ClC1=C(C(=O)NC2=NC=NN2C2=CC=CC=C2)C=CC(=C1C(=O)N(C)OC)S(=O)(=O)C 2-chloro-N3-methoxy-N3-methyl-4-(methylsulfonyl)-N1-(1-phenyl-1H-1,2,4-triazol-5-yl)isophthalamide